C1(=CC=CC=C1)C1=CN=CN1 5-Phenyl-1H-imidazole